1-((1-(2-(4-Fluorophenyl)-2-oxoethyl)piperidin-4-yl)methyl)-1-methyl-3-((2-methyloxazol-4-yl)methyl)urea FC1=CC=C(C=C1)C(CN1CCC(CC1)CN(C(=O)NCC=1N=C(OC1)C)C)=O